NC1C(CCCC1N)(O)C1=CC=CC=C1 2,3-diamino-1-phenylcyclohexane-1-ol